FC=1C=C(C=CC1)C(CNCCC(C)(C)C1CCC(CC1)OC)O (3-Fluorophenyl)-2-((3-((1s,4S)-4-methoxycyclohexyl)-3-methylbutyl)-amino)ethan-1-ol